(S)-2-amino-2-phenyl-acetic acid ethyl ester C(C)OC([C@H](C1=CC=CC=C1)N)=O